methyl-cyclopentanamide formate C(=O)O.CC1(CCCC1)C(=O)N